4-[(2-Bromopyridin-3-yl)amino]piperidine-1-carboxylic acid tert-butyl ester C(C)(C)(C)OC(=O)N1CCC(CC1)NC=1C(=NC=CC1)Br